FC1(CCC(CC1)[C@H](C=1OC2=C(N1)C=C(C=C2)C(=C)COC)NC(OCC2=CC=CC=C2)=O)F benzyl (R)-((4,4-difluorocyclohexyl)(5-(3-methoxyprop-1-en-2-yl)benzo[d]oxazol-2-yl)methyl)carbamate